tert-butyl (1-(2-(4-(4-methyl-3-(morpholinosulfonyl)phenyl)-1H-pyrazol-1-yl)ethyl)piperidin-4-yl)carbamate CC1=C(C=C(C=C1)C=1C=NN(C1)CCN1CCC(CC1)NC(OC(C)(C)C)=O)S(=O)(=O)N1CCOCC1